2-(4-benzylphenyl)ethyl acrylate C(C=C)(=O)OCCC1=CC=C(C=C1)CC1=CC=CC=C1